ClC1=C(C(=CC=C1)F)C(C(=O)OCC)=O ethyl 2-(2-chloro-6-fluorophenyl)-2-oxoacetate